2-(3-amino-2-oxopyridin-1(2H)-yl)-N-(2-adamantyl)acetamide NC=1C(N(C=CC1)CC(=O)NC1C2CC3CC(CC1C3)C2)=O